C1(CC1)S(=O)(=O)NC1=NC=CC(=N1)C(C(=O)NC1=C(C=C(C=C1)C1=NC(=CN=C1)OCC)F)CCOC 2-(2-(cyclopropanesulfonamido)pyrimidin-4-yl)-N-(4-(6-ethoxypyrazin-2-yl)-2-fluorophenyl)-4-methoxybutanamide